3-[5-(2,2-Dimethylpropanoyl)-3-(trifluoromethyl)-6,7-dihydro-4H-pyrazolo[4,3-c]pyridin-1-yl]-N-(2-methylimidazo[1,2-a]pyridin-6-yl)benzamide CC(C(=O)N1CC2=C(CC1)N(N=C2C(F)(F)F)C=2C=C(C(=O)NC=1C=CC=3N(C1)C=C(N3)C)C=CC2)(C)C